2,6-Difluoro-3-(1-methyl-6-(8-oxa-5-azaspiro[3.5]nonan-5-yl)-1H-pyrazolo[3,4-d]pyrimidin-3-yl)-5-(trifluoromethyl)phenol FC1=C(C(=C(C=C1C1=NN(C2=NC(=NC=C21)N2C1(CCC1)COCC2)C)C(F)(F)F)F)O